FCCN1[C@@H](CCC1)[C@H](C)O (S)-1-((S)-1-(2-fluoroethyl)pyrrolidin-2-yl)ethan-1-ol